4-(furo[3,2-c]pyridin-4-yl)-N-[(tetrahydrofuran-2-yl)methyl]benzamide Tert-butyl-3-(2-methanesulfonylpyrimidin-5-yl)-3,6-diazabicyclo[3.1.1]heptane-6-carboxylate C(C)(C)(C)OC(=O)N1C2CN(CC1C2)C=2C=NC(=NC2)S(=O)(=O)C.O2C=CC=1C(=NC=CC12)C1=CC=C(C(=O)NCC2OCCC2)C=C1